N[C@@H]1CC[C@H](CC1)C1=CN(C2=CN=CC=C21)C2=C(C(=O)N(C)C(C)C)C=C(C=C2)F 2-(3-(trans-4-aminocyclohexyl)-1H-pyrrolo[2,3-c]pyridin-1-yl)-5-fluoro-N-isopropyl-N-methylbenzamide